[B]=B[B][B]B=[B].[Tb] terbium hexaboride